COC1=CC=C(CN(C2=CC(=C(C(=N2)C=2C(C(=C3C(N(C(N=C3C2)Cl)COCC[Si](C)(C)C)=O)F)(F)Cl)C(F)(F)F)C)CC2=CC=C(C=C2)OC)C=C1 7-(6-(bis(4-methoxybenzyl)amino)-4-methyl-3-(trifluoromethyl)pyridin-2-yl)-2,6-dichloro-5,6-difluoro-3-((2-(trimethylsilyl)ethoxy)methyl)quinazolin-4(3H)-one